2-(3-bromobicyclo[1.1.1]pentane-1-yl)propane BrC12CC(C1)(C2)C(C)C